C(C)(C)(C)OC(=O)N1[C@H](CN(CC1)C1=CC(=C(C=C1)NC(=O)C1=CC2=CN(N=C2C=C1OC)C)F)C (S)-4-(3-fluoro-4-(6-methoxy-2-methyl-2H-indazole-5-carboxamido)phenyl)-2-methylpiperazine-1-carboxylic acid tert-butyl ester